trimethoxyphosphonium CO[PH+](OC)OC